N-(2,4-dimethoxybenzyl)-9-fluoro-8-methoxy-[1,2,4]triazolo[1,5-c]quinazolin-5-amine COC1=C(CNC2=NC=3C=C(C(=CC3C=3N2N=CN3)F)OC)C=CC(=C1)OC